5-Bromopyridin-3-yl 3-deoxy-3-[4-(2-methyl-4-thiazolyl)-1H-1,2,3-triazol-1-yl]-1-thio-alpha-D-galactopyranoside CC=1SC=C(N1)C=1N=NN(C1)[C@@H]1[C@H]([C@@H](SC=2C=NC=C(C2)Br)O[C@@H]([C@@H]1O)CO)O